5-(((S)-1-(((R)-2-oxo-1-((1R,5S,6s)-3-(5-(trifluoromethyl)pyrimidin-2-yl)-3-azabicyclo[3.1.0]hexan-6-yl)pyrrolidin-3-yl)oxy)propan-2-yl)amino)-4-(trifluoromethyl)pyridazin-3(2H)-one O=C1N(CC[C@H]1OC[C@H](C)NC1=C(C(NN=C1)=O)C(F)(F)F)C1[C@@H]2CN(C[C@H]12)C1=NC=C(C=N1)C(F)(F)F